ClC1=CC(=C(C=C1Cl)SC(OCC)=S)F O-ethyl (4,5-dichloro-2-fluoro-phenyl)sulfanylmethanethioate